C1(=CC=CC=2OC3=C(C21)C=CC=C3)C=3C(=C(C=CC3)C3=CC=CC=C3)C3=NN=NC(=C3C3=CC=CC=C3)C3=CC=CC=C3 dibenzofuranyl-(diphenyltriazineyl)biphenyl